(2R,6R)-4-(7-Cyanopyrazolo[1,5-a]pyridin-4-yl)-6-methyl-N-(9-methyl-9-azabicyclo[3.3.1]nonan-3-yl)morpholine-2-carboxamide C(#N)C1=CC=C(C=2N1N=CC2)N2C[C@@H](O[C@@H](C2)C)C(=O)NC2CC1CCCC(C2)N1C